CN(CCOC1=CC=C(C=C1)NC=1N=CC2=C(N1)N=C(C=C2C#C[Si](C(C)C)(C(C)C)C(C)C)N2C(NCC21CCCC1)=O)C 1-[2-({4-[2-(Dimethylamino)ethoxy]phenyl}amino)-5-[2-(triisopropylsilyl)ethynyl]pyrido[2,3-d]pyrimidin-7-yl]-1,3-diazaspiro[4.4]nonan-2-one